N1(CCOCC1)CCOC=1C=C(C=CC1)C=1C=CC=C2C(=NC(=NC12)NC1=CC=C(C=C1)N1CCOCC1)N 8-(3-(2-Morpholinylethoxy)phenyl)-N2-(4-Morpholinylphenyl)quinazoline-2,4-diamine